(R)-1-(5-chloro-3-fluoropyridin-2-yl)-4-(4-chlorobenzyl)-3-(difluoromethyl)-3-methylpiperazine-2,5-dione ClC=1C=C(C(=NC1)N1C([C@](N(C(C1)=O)CC1=CC=C(C=C1)Cl)(C)C(F)F)=O)F